C(C)(C)(C)N1C(CC(C1)OC(C)=O)C1=C(C=CC=C1)Cl tert-butyl-4-acetoxy-2-(2-chlorophenyl)pyrrolidine